BrC=1C(=C(C=O)C(=C(C1O)F)C)C 3-bromo-5-fluoro-4-hydroxy-2,6-dimethylbenzaldehyde